(E)-4-oxo-3-(3-(trifluoromethyl)phenyl)-1-(3-(3-(trifluoromethyl)phenyl)allyl)-4H-pyrido[1,2-a]pyrimidin-1-ium-2-ol O=C1C(=C([N+](=C2N1C=CC=C2)C\C=C\C2=CC(=CC=C2)C(F)(F)F)O)C2=CC(=CC=C2)C(F)(F)F